FC1(CCC(CC1)C(NC(CC=1C=NC(=CC1)OC)=O)C=1OC2=C(N1)C=C(C=C2)CN2C(NC(C2)C(F)(F)F)=O)F N-((4,4-difluorocyclohexyl)(5-((2-oxo-4-(trifluoromethyl)imidazolidin-1-yl)methyl)benzo[d]oxazol-2-yl)methyl)-2-(6-methoxypyridin-3-yl)acetamide